tert-Butyl (2R)-4-[2-chloro-7-(8-chloronaphthalen-1-yl)pyrido[2,3-d]pyrimidin-4-yl]-2-methylpiperazine-1-carboxylate ClC=1N=C(C2=C(N1)N=C(C=C2)C2=CC=CC1=CC=CC(=C21)Cl)N2C[C@H](N(CC2)C(=O)OC(C)(C)C)C